NC1=NN2C(C=C(C=C2)C=2C=NN(C2)CC(=O)NC=2C=NN(C2)C2CC2)=N1 2-[4-(2-Amino-[1,2,4]triazolo[1,5-a]pyridin-7-yl)pyrazol-1-yl]-N-(1-cyclopropyl-pyrazol-4-yl)acetamide